methyl 2-bromo-5-nitro-benzoate BrC1=C(C(=O)OC)C=C(C=C1)[N+](=O)[O-]